ClC=1C=C(C(=O)NCC2C(CNCC2([2H])[2H])([2H])[2H])C=C(C1)F 3-chloro-5-fluoro-N-[(3,3,5,5-tetradeuterio-4-piperidyl)methyl]benzamide